tert-butyl 4-(4-(5-(2-(2,6-dioxopiperidin-3-yl)-1-oxoisoindolin-4-yl)oct-7-yn-1-yl)piperazin-1-yl)piperidine-1-carboxylate O=C1NC(CCC1N1C(C2=CC=CC(=C2C1)C(CCCCN1CCN(CC1)C1CCN(CC1)C(=O)OC(C)(C)C)CC#C)=O)=O